3-(3,4-dimethoxybenzyl)-4-oxobutyric acid tert-butyl ester C(C)(C)(C)OC(CC(C=O)CC1=CC(=C(C=C1)OC)OC)=O